6-[(1S,2S)-2-(6-chloroimidazo[1,2-b]pyridazin-8-yl)cyclopropyl]pyridine-3-carbonitrile ClC=1C=C(C=2N(N1)C=CN2)[C@@H]2[C@H](C2)C2=CC=C(C=N2)C#N